OC1CN(C1)C(=O)OC1CCC(CC1)C(N(CC12CCC(CC1)(CC2)C2=CC(=C(C=C2)OC)C)C2=NC=CC(=C2)C2=NN(C=C2)C(C)(C)C)=O 4-((4-(1-(tert-Butyl)-1H-pyrazol-3-yl)pyridin-2-yl)((4-(4-methoxy-3-methylphenyl)bicyclo[2.2.2]octan-1-yl)methyl)carbamoyl)cyclohexyl trans-3-hydroxyazetidine-1-carboxylate